F[C@H]1[C@]2(C=C[C@@H](C[C@@H]1OC=1N=NC(=CN1)C=1C=C3C=CN=CC3=CC1O)N2)C 6-(3-(((1R,2S,3S,5R)-2-fluoro-1-methyl-8-azabicyclo[3.2.1]oct-6-en-3-yl)oxy)-1,2,4-triazin-6-yl)isoquinolin-7-ol